OC(CC(=O)NC=1C=CC(=NC1)C=1N=NN(C1NC(O[C@H](C)C=1C(=NC=CC1)Cl)=O)C)(C)C (R)-1-(2-chloropyridin-3-yl)ethyl (4-(5-(3-hydroxy-3-methylbutanamido)pyridin-2-yl)-1-methyl-1H-1,2,3-triazol-5-yl)carbamate